ClC=1C(=NC=C(C1)C(F)(F)F)N1N=C(C(=C1F)C(F)(F)F)OC 1-(3-chloro-5-trifluoromethyl-2-pyridinyl)-5-fluoro-3-methoxy-4-trifluoromethylpyrazole